CS(=O)(=O)N1CC(C1)COC1=CC=C(C=C1)C1(CCOCC1)C1=CC=C(C=C1)O 4-(4-(4-((1-(methylsulfonyl)azetidin-3-yl)methoxy)phenyl)tetrahydro-2H-pyran-4-yl)phenol